S(=O)(=O)=C1N=NN2C1NC(C1=CC(=CC=C21)O)=O sulfonyl-7-hydroxy-4H-triazolo[1,5-a]quinazolin-5-one